N-(3-(((1,6-dihydro-1-hydroxy-6-oxo-2-pyridinyl)carbonyl)amino)propyl)-1,6-dihydro-1-hydroxy-6-oxo-2-pyridinecarboxamide ON1C(=CC=CC1=O)C(=O)NCCCNC(=O)C=1N(C(C=CC1)=O)O